1-Methyl-3-hexylimidazolium CN1C=[N+](C=C1)CCCCCC